2-Amino-4-isopropoxy-N-(6-methylpyrazolo[1,5-a]pyrimidin-3-yl)pyrimidine-5-carboxamide NC1=NC=C(C(=N1)OC(C)C)C(=O)NC=1C=NN2C1N=CC(=C2)C